CC1CC(C1)(C1=NN=CN1C)C=1C=CC=CC1 3-(3-methyl-1-(4-methyl-4H-1,2,4-triazol-3-yl)cyclobutyl)benzene